OC=1C=C(C=CC1)C1(CC=2C3=C(NC2C=C1)N=CN=C3N[C@@H]3CC[C@H](CC3)N3CCOCC3)C3=CC=NC=C3 6-(3-hydroxyphenyl)-N-(trans-4-morpholinocyclohexyl)-6-(pyridin-4-yl)-9H-pyrimido[4,5-b]indol-4-amine